C(C)(C)N(CCNCC)CCOC(OCCCCCCCCCC(=O)[O-])=O 6-isopropyl-10-oxo-9,11-dioxa-3,6-diazahenicosan-21-oate